4-[3-[(tert-Butoxycarbonyl)amino]propionylamino]-1-methylimidazole-2-carboxylic acid ethyl ester C(C)OC(=O)C=1N(C=C(N1)NC(CCNC(=O)OC(C)(C)C)=O)C